ClC=1C=NC(=C(C(=O)NC2CCC(CC2)CN2C(N(C3=C2C=CC=C3)C=3C=C2C=C(N(C2=CC3)C)C(=O)NC)=O)C1)C 5-(3-(((1r,4r)-4-(5-chloro-2-methylnicotinamido)cyclohexyl)methyl)-2-oxo-2,3-dihydro-1H-benzo[d]imidazol-1-yl)-N,1-dimethyl-1H-indole-2-carboxamide